COC(=O)C1=CC=CC=C1 methyl-phenyl-carboxylate